ClC1=CC2=C(N(C(N=C2N2CCN(CC2)C(C=C)=O)=O)C2=C(C=CC=C2)C(C)C)N=C1C1=C(C=CC=C1O)F (P)-6-chloro-7-(2-fluoro-6-hydroxyphenyl)-1-(2-(2-propanyl)phenyl)-4-(4-(2-propenoyl)-1-piperazinyl)pyrido[2,3-d]pyrimidin-2(1H)-one